NC(C(=O)NC1=C(C=CC=C1F)C(C1=CC=CC=C1)=O)NC(OCC1=CC=CC=C1)=O benzyl (1-amino-2-((2-benzoyl-6-fluorophenyl)amino)-2-oxoethyl)carbamate